1-di-sec-butylamino-3-phenylbut-3-ene C(C)(CC)N(CCC(=C)C1=CC=CC=C1)C(C)CC